OC1CCC2(C(=C(CC12)CCCCCCCCCC(=O)O)C1=CC=CC=C1)C(=C)C1=CC=CC=C1 10-(6-exo-hydroxy-3-phenyl-3a-(1-phenylvinyl)-1,3a,4,5,6,6a-hexahydropentalen-2-yl)decanoic acid